CNC(CN1CCN(CCN(CCN(CC1)CC(=O)[O-])CC(=O)[O-])CC(=O)[O-])=O 2,2',2''-(10-(2-(Methylamino)-2-oxoethyl)-1,4,7,10-tetraazacyclododecan-1,4,7-triyl)-triacetat